N1(C(C=NC=C1)C(=O)[O-])C(=O)[O-] 1,2-Dihydropyrazine-1,2-dicarboxylate